2-(3-chloro-4-((R or S)-1-(((R)-((R)-8-cyano-1,2,3,4-tetrahydroquinoxalin-2-yl)(phenyl)methyl)amino)propan-2-yl)phenyl)acetic acid ClC=1C=C(C=CC1[C@H](CN[C@H](C1=CC=CC=C1)[C@@H]1NC2=C(C=CC=C2NC1)C#N)C)CC(=O)O |o1:7|